3-Chloro-6-(4-chloro-2,3-difluorophenyl)picolinic acid ClC=1C(=NC(=CC1)C1=C(C(=C(C=C1)Cl)F)F)C(=O)O